NC1=NC(=C(C=C1C=1C=C2C(=C(NC(C2=CC1)=O)C)F)C1=CC=C(C=C1)N1CCN(CC1)CC1CC1)F 6-(2-amino-5-(4-(4-(cyclopropylmethyl)piperazin-1-yl)phenyl)-6-fluoropyridin-3-yl)-4-fluoro-3-methylisoquinolin-1(2H)-one